ClC1=CC=C(C(=N1)C(=O)NS(=O)(=O)C)N[C@H](C)C=1C=C(C=C2C(N(C(=NC12)N1CCN(CC1)C1=NC(=CC=C1)OC)C)=O)C (R)-6-chloro-3-((1-(2-(4-(6-methoxypyridin-2-yl)piperazin-1-yl)-3,6-dimethyl-4-oxo-3,4-dihydroquinazolin-8-yl)ethyl)amino)-N-(methylsulfonyl)picolinamide